2-acetamido-4-((2-(2-(2-(2-aminoethoxy)ethoxy)ethoxy)ethyl)amino)-N-(4-methyl-5-nitrothiazol-2-yl)benzamide C(C)(=O)NC1=C(C(=O)NC=2SC(=C(N2)C)[N+](=O)[O-])C=CC(=C1)NCCOCCOCCOCCN